6-((S)-6-((R)-1-(4-chlorophenyl)-2-hydroxy-ethyl)-9-isopropyl-7,10-dioxo-2,6,9-triazaspiro-[4.5]decan-2-yl)-nicotinonitrile ClC1=CC=C(C=C1)[C@H](CO)N1[C@]2(CCN(C2)C2=NC=C(C#N)C=C2)C(N(CC1=O)C(C)C)=O